O1COC2=C1C=CC(=C2)NC2=NC=C(C(=N2)N2C=NC(=C2)C(=O)N[C@H](CO)C2=CC(=CC=C2)Cl)C (S)-1-(2-(benzo[d][1,3]dioxol-5-ylamino)-5-methylpyrimidin-4-yl)-N-(1-(3-chloro-phenyl)-2-hydroxy-ethyl)-1H-imidazole-4-carboxamide